(R)-4-azido-3-fluoro-2-methylbutan-2-ol N(=[N+]=[N-])C[C@H](C(C)(O)C)F